O1CCC(CC1)C(=O)N1[C@H](COC2=C(C1)C=CC(=C2)C(=O)OC)C2=CC=C(C=C2)C Methyl (S)-4-(tetrahydro-2H-pyran-4-carbonyl)-3-(p-tolyl)-2,3,4,5-tetrahydrobenzo[f][1,4]oxazepine-8-carboxylate